N1=NC=CC2=CC=CC=C12 Azaquinoline